ClC=1C=CC(=C(CN(C(C=C)=O)CCC2=CC=C(C=C2)S(NCC#C)(=O)=O)C1)OC N-(5-chloro-2-methoxybenzyl)-N-(4-(N-(prop-2-yn-1-yl)sulfamoyl)phenethyl)acrylamide